C(CCC)N(C1=NC2=CC=CC=C2C=C1C=1NC=2C=CN=C(C2C(C1)=O)C(=O)N)C 2-[2-[butyl(methyl)amino]-3-quinolyl]-4-oxo-1H-1,6-naphthyridine-5-carboxamide